CC1=CC=C(C=C1)S(=O)(=O)NNS(=O)(=O)C2=CC=C(C=C2)C N,N'-bis(p-toluenesulfonyl)hydrazine